FC1=C(COC=2C(=CC(=C(N)C2)F)OCCOC)C(=CC=C1F)OC 5-((2,3-difluoro-6-methoxybenzyl)oxy)-2-fluoro-4-(2-methoxyethoxy)aniline